1-anilinoanthraquinone-2,4-dicarboxylic acid N(C1=CC=CC=C1)C1=C(C=C(C=2C(C3=CC=CC=C3C(C12)=O)=O)C(=O)O)C(=O)O